Leucine tert-butylester C(C)(C)(C)OC([C@@H](N)CC(C)C)=O